4-(1-methyl-1H-pyrazolo[4,3-b]pyridin-5-yl)-5-(6-methylpyridin-2-yl)-1H-imidazol-2-amine CN1N=CC2=NC(=CC=C21)C=2N=C(NC2C2=NC(=CC=C2)C)N